C(C)(=O)OC1=C(C=O)C=C(C(=C1)C=O)OC(C)=O 2,5-diacetoxyterephthalaldehyde